COC(OC)[SiH2]CCCSSSSC=1SC2=C(N1)C=CC=C2 dimethoxymethylsilylpropylbenzothiazolyltetrasulfide